ClC=1C(=C(C=CC1)NC=1C(=NN2C1C(NCC2)=O)C2=CC(=NC=C2)NC2=NC=CC(=N2)OC)OC 3-[(3-chloro-2-methoxyphenyl)amino]-2-{2-[(4-methoxypyrimidin-2-yl)amino]pyridin-4-yl}-5H,6H,7H-pyrazolo[1,5-a]pyrazin-4-one